(R)-3-(1-acryloylpyrrolidin-3-yl)-7-amino-1-(4-(3-fluorophenoxy)phenyl)-1,5-dihydro-4H-pyrrolo[2,3-d]pyridazin-4-one C(C=C)(=O)N1C[C@H](CC1)C1=CN(C=2C(=NNC(C21)=O)N)C2=CC=C(C=C2)OC2=CC(=CC=C2)F